CN(C1CNCCC1)C1(CC1)C1=CC=CC=C1 N-methyl-N-(1-phenylcyclopropyl)-3-piperidinamine